O1CCC(=CC1)B1OC(C(O1)(C)C)(C)C 3,6-dihydro-2H-pyran-4-yl-4,4,5,5-tetramethyl-1,3,2-dioxaborolane